(1r,3r)-3-(5-methylbenzo[d]thiazol-4-yl)cyclobutan-1-ol CC=1C=CC2=C(N=CS2)C1C1CC(C1)O